OC1=C(C=CC=C1)C(CCCCCCCCCCCCCCCCCC)C1=C(C=CC=C1)O 1,1-bis(2-hydroxyphenyl)nonadecane